C(\C=C\CCC)B1OC(CN(CC(O1)=O)[C@H]1[C@@H]([C@@H]2C([C@H](C1)C2)(C)C)C)=O 2-((E)-hex-2-en-1-yl)-6-((1R,2R,3R,5S)-2,6,6-trimethylbicyclo[3.1.1]heptan-3-yl)-1,3,6,2-dioxazaborocane-4,8-dione